NC1CCC(CC1)N(C1=CC=C(N=N1)C=1N(C(C=2C(N1)=NNC2)=O)O)C 6-(6-(((1r,4r)-4-aminocyclohexyl)-(methyl)amino)-pyridazin-3-yl)-5-hydroxy-2,5-dihydro-4H-pyrazolo[3,4-d]-pyrimidin-4-one